O,O'-diallyl-bisphenol-A C(C=C)OC1=CC=C(C=C1)C(C)(C)C1=CC=C(C=C1)OCC=C